CN(C)CC=1SC=C(N1)C(=O)N ((dimethylamino)methyl)thiazole-4-carboxamide